Br.FC(OC1=CC=C(C=C1)C1=CN=C(N1)CN)(F)F 1-{5-[4-(trifluoromethoxy)phenyl]-1H-imidazol-2-yl}methanamine hydrogen bromide